(3S,4R)-4-({7-[(2E)-but-2-en-2-yl]-5-fluoropyrrolo[2,1-f][1,2,4]triazin-2-yl}amino)oxan-3-yl acetate C(C)(=O)O[C@@H]1COCC[C@H]1NC1=NN2C(C=N1)=C(C=C2\C(\C)=C\C)F